Cl.S1C(=NC=2C=NC=CC21)N [1,3]thiazolo[4,5-c]pyridin-2-amin-Hydrochlorid